CO[C@H]1C[C@H](C1)NC1=NC2=CC=CC=C2C(N1)=O (((cis)-3-methoxycyclobutyl)amino)quinazolin-4(3H)-one